C(#N)C=1C=C(C(=O)N(C)C)C=C(C1C(C)(C)O)C1=CC2=C(NC(=N2)C)C=C1 3-cyano-4-(2-hydroxypropan-2-yl)-N,N-dimethyl-5-(2-methyl-1H-benzimidazol-5-yl)benzamide